trans-3-(4-(4-(1-(pentan-3-yl)-1H-pyrazol-4-yl)pyrazolo[1,5-a]pyrazin-6-yl)-1H-pyrazol-1-yl)cyclobutanol CCC(CC)N1N=CC(=C1)C=1C=2N(C=C(N1)C=1C=NN(C1)[C@@H]1C[C@H](C1)O)N=CC2